N=C1SC=CN1C=1C=C(CNC(OCCCC)=O)C=CC1 butyl 3-(2-iminothiazol-3(2H)-yl)benzylcarbamate